NC1=NC=CC2=CC=C(C=C12)C=1C=C(C=CC1C)C#C[C@@](C)(O)C=1OC(=NN1)C (R)-4-[3-(1-Amino-7-isoquinolyl)-4-methyl-phenyl]-2-(5-methyl-1,3,4-oxadiazol-2-yl)but-3-yn-2-ol